CC1(CN(CCN1C)C1=C(C=C(C=N1)NC1=NC=CC(=N1)NC=1C(NC2=C(C=CC=C2C1)F)=O)OC)C 3-{2-[6-(3,3-dimethyl-4-methyl-1-piperazinyl)-5-methoxy-3-pyridylamino]-4-pyrimidinylamino}-8-fluoro-1,2-dihydro-2-quinolinone